methyl 4-acetoxy-5,6-difluoro-2-naphthalenecarboxylate C(C)(=O)OC1=CC(=CC2=CC=C(C(=C12)F)F)C(=O)OC